3-(4-aminobutyl)-piperidine NCCCCC1CNCCC1